FC(C1=NN=C(O1)C=1C=CC(=NC1)CN1C(OC2=C1C=C(C(=C2)C=2C=NN(C2)C2CCN(CC2)C2COC2)F)=O)F 3-((5-(5-(difluoromethyl)-1,3,4-oxadiazole-2-yl)pyridine-2-yl)methyl)-5-fluoro-6-(1-(1-(oxetan-3-yl)piperidine-4-yl)-1H-pyrazole-4-yl)benzo[d]oxazole-2(3H)-one